tert-butyl (2S)-2-(4-bromo-3,5-dimethoxyphenyl)pyrrolidine-1-carboxylate BrC1=C(C=C(C=C1OC)[C@H]1N(CCC1)C(=O)OC(C)(C)C)OC